ClC=1C=NC=C(C1[C@@H](C)OC=1C=C2C(=NNC2=CC1)C=1C=C(C(=NC1)N[C@@H]1COCC1)C)Cl 5-(5-((R)-1-(3,5-dichloropyridin-4-yl)ethoxy)-1H-indazol-3-yl)-3-methyl-N-((S)-tetrahydrofuran-3-yl)pyridin-2-amine